1-((5-Chloro-3-(isoxazol-3-yl)-1-methyl-1H-pyrazol-4-yl)methyl)-N-(3,3-dimethylbutyl)azepan-3-amine ClC1=C(C(=NN1C)C1=NOC=C1)CN1CC(CCCC1)NCCC(C)(C)C